N-(4-oxido-1,4λ6-oxathian-4-ylidene)-4-((5-(trifluoromethyl)-1,2,4-oxadiazol-3-yl)methyl)benzamide O=S1(CCOCC1)=NC(C1=CC=C(C=C1)CC1=NOC(=N1)C(F)(F)F)=O